N-(4-(2-fluoro-4-(trifluoromethyl)phenyl)pyrrolo[1,2-a]quinoxalin-7-yl)acrylamide FC1=C(C=CC(=C1)C(F)(F)F)C=1C=2N(C3=CC=C(C=C3N1)NC(C=C)=O)C=CC2